6-(2-ethynyl-1H-benzo[d]imidazol-5-yl)-5-(3-fluoro-4-((4-methylpyrimidin-2-yl)oxy)phenyl)-4,7-dimethyl-7H-pyrrolo[2,3-d]pyrimidine C(#C)C1=NC2=C(N1)C=CC(=C2)C2=C(C1=C(N=CN=C1C)N2C)C2=CC(=C(C=C2)OC2=NC=CC(=N2)C)F